3,4-Dihydroxyphenylglyoxal OC=1C=C(C=CC1O)C(=O)C=O